COC1=CC=C(C=C1)C(OC[C@@H](CNC(C(F)(F)F)=O)O[Si](C)(C)C(C)(C)C)(C1=CC=CC=C1)C1=CC=C(C=C1)OC (R)-N-(3-(bis(4-methoxyphenyl)(phenyl)methoxy)-2-(tert-butyldimethylsilyloxy)propyl)-2,2,2-trifluoroacetamide